3-methyl-1-(3-(1-methylpiperidin-4-yl)propyl)-6-nitro-1H-indazole CC1=NN(C2=CC(=CC=C12)[N+](=O)[O-])CCCC1CCN(CC1)C